2-(2-((2S,6R)-2,6-dimethylmorpholino)quinolin-6-yl)spiro[3.3]heptane-2,6-diamine C[C@@H]1O[C@@H](CN(C1)C1=NC2=CC=C(C=C2C=C1)C1(CC2(C1)CC(C2)N)N)C